5-(thiophen-2-yl)-2H-tetrazole S1C(=CC=C1)C=1N=NNN1